N-({5-chloro-6-[(3-methyl-5-isoxazolyl)methoxy]-2-indolyl}(2H2)methyl)acetamide ClC=1C=C2C=C(NC2=CC1OCC1=CC(=NO1)C)C(NC(C)=O)([2H])[2H]